N-{2-Chloro-4-[(5-chloro-thiophen-2-ylmethyl)-amino]-phenyl}-3-cyclohexylpropionamide ClC1=C(C=CC(=C1)NCC=1SC(=CC1)Cl)NC(CCC1CCCCC1)=O